C1(CC1)N1N=C(C=C1N)C 1-cyclopropyl-3-methyl-1H-pyrazol-5-amine